C(C)(C)(C)OC(=O)NCC1=CC(=C(C=C1)NC(=O)C1=CC2=C(OCCC3=C2SC=C3)C=C1C=1C(=NC(=CC1)C(NCCC)=O)C(=O)OC)OCC(CC)CC methyl 3-(9-((4-(((tert-butoxycarbonyl)amino)methyl)-2-(2-ethylbutoxy)phenyl)carbamoyl)-4,5-dihydrobenzo[b]thieno[2,3-d]oxepin-8-yl)-6-(propylcarbamoyl)picolinate